6,6-difluoro-5-methoxyhex-4-en-3-one FC(C(=CC(CC)=O)OC)F